7-(isoquinolin-4-yl)-2-(3-methylphenyl)-5,7-diazaspiro[3.4]octane-6,8-dione C1=NC=C(C2=CC=CC=C12)N1C(NC2(CC(C2)C2=CC(=CC=C2)C)C1=O)=O